O1COC2=C1C=CC=C2CNC(C(C)C)C2=CC(=NC=C2)N2CCCCC2 N-(1,3-Benzodioxol-4-ylmethyl)-2-methyl-1-[2-(1-piperidinyl)-4-pyridinyl]propan-1-amine